FC1=CC(=C(C=C1N1CCN(CC1)CC1=CC=C(C=C1)F)NC(C1=CN=C(C=C1C(F)(F)F)OCC[Si](C)(C)C)=O)N1C[C@@H](N([C@@H](C1)C)C)C N-(4-fluoro-5-(4-(4-fluorobenzyl)piperazin-1-yl)-2-((3S,5R)-3,4,5-trimethylpiperazin-1-yl)phenyl)-4-(trifluoromethyl)-6-(2-(trimethylsilyl)ethoxy)nicotinamide